Borat B([O-])([O-])[O-]